OC1=C(OC(=C1O)C1=CC=C(C=C1)Cl)NS(=O)(=O)C1=CC=CC=C1 N-(3,4-dihydroxy-5-(4-chlorophenyl)-2-furanyl)benzenesulfonamide